FC(C1(C2=C(SC(=C2)C)[C@@]2(C[C@@H](N(CC2)CC=2C=NN(C2)CCS(=O)(=O)C)C)OC1)O)F (2'S,7R)-4-(difluoromethyl)-2,2'-dimethyl-1'-[[1-(2-methylsulfonylethyl)pyrazol-4-yl]methyl]spiro[5H-thieno[2,3-c]pyran-7,4'-piperidine]-4-ol